C1(CCC1)C(=O)N1[C@H]([C@H](CCC1)NC(=O)[C@H]1OCCC1)COC1CCN(CC1)C1=NC=CC=N1 (2S)-N-[cis-1-(cyclobutanecarbonyl)-2-({[1-(pyrimidin-2-yl)piperidin-4-yl]oxy}methyl)piperidin-3-yl]oxolane-2-carboxamide